(R)-N-(1-(5-Fluoro-2-methoxypyridin-3-yl)but-3-en-1-yl)acetamide FC=1C=C(C(=NC1)OC)[C@@H](CC=C)NC(C)=O